BrC1=CN(C2=C1N=CN=C2O)C2=CC=C(C=C2)OC2=CC=CC=C2 7-bromo-5-(4-phenoxyphenyl)-5H-pyrrolo[3,2-d]Pyrimidin-4-ol